OC1=C(C=C(C2=CC=CC=C12)S(NC1=CC=C(C=C1)[N+](=O)[O-])(=O)=O)C(=O)O 1-hydroxy-4-(N-(4-nitrophenyl)sulfamoyl)-2-naphthoic acid